C1(CCCCC1)CN1C(C(CC1)N(C(=O)C=1N=C(SC1)C#C)C1=CC(=CC(=C1)OC)OC)=O N-(1-(Cyclohexylmethyl)-2-oxopyrrolidin-3-yl)-N-(3,5-dimethoxyphenyl)-2-ethynylthiazole-4-carboxamide